C(#N)C1=CC=C2C=C(N(C2=C1)CC1=CC=C(C=C1)NC(CCNC(OC(C)(C)C)=O)=O)C(NC1CC=CCC1)=O tert-Butyl (3-((4-((6-cyano-2-(cyclohex-3-en-1-ylcarbamoyl)-1H-indol-1-yl)methyl)phenyl) amino)-3-oxopropyl)carbamate